2-(1,1-difluoroethyl)(2H4)-1-benzofuran FC(C)(F)C=1OC2=C(C1[2H])C(=C(C(=C2)[2H])[2H])[2H]